α-[N-(3-chloro-2,6-xylyl)-2-methoxyacetamido]-γ-butyrolactone ClC=1C(=C(C(=CC1)C)N(C(COC)=O)C1C(=O)OCC1)C